CC1=C(C(=CC=C1)C)C1=NC(=NC(=C1)OC1[C@H](NC(CCC1)C1=NC=C(C=N1)OC(C)C)CC(C)C)NS(=O)(=O)C=1C=C(C(=O)O)C=CC1 3-[[4-(2,6-dimethylphenyl)-6-[(2R)-2-isobutyl-7-(5-isopropoxypyrimidin-2-yl)azepan-3-yl]oxy-pyrimidin-2-yl]sulfamoyl]benzoic acid